FC1=CC2=C(N=CN=C2NC2=CC(=C(C=C2)CN2CC=3N(CC2)N=CN3)C)C=N1 6-fluoro-N-(3-methyl-4-{5H,6H,8H-[1,2,4]triazolo[1,5-a]pyrazin-7-ylmethyl}phenyl)pyrido[3,4-d]pyrimidin-4-amine